2-phospha-hexadecylboric acid C(PCCCCCCCCCCCCCC)OB(O)O